acrylic acid, 2-acrylamido-2-methyl-1-propanesulfonic acid salt C(C=C)(=O)NC(CS(=O)(=O)O)(C)C.C(C=C)(=O)O